NC1C=2N=C(SC2CC12CCN(CC2)C=2C(NC(=CN2)SC2=C(C(=NC=C2)N)Cl)=O)Cl 3-(4-amino-2-chloro-4,6-dihydrospiro[cyclopenta[d]thiazole-5,4'-piperidin]-1'-yl)-6-((2-amino-3-chloropyridin-4-yl)thio)pyrazin-2(1H)-one